7-benzyl-7,9-diazatricyclo[3.3.1.02,4]nonan-9-carboxylate C(C1=CC=CC=C1)N1CC2C3CC3C(C1)N2C(=O)[O-]